ClCCCCCCC[Si](OC)(OC)OC (7-chloroheptyl)trimethoxysilane